1-hydroxy-2-(5H-imidazo[4,3-a]isoindol-5-yl)-8-azaspiro[4.5]decane-8-sulfonamide OC1C(CCC12CCN(CC2)S(=O)(=O)N)C2N1C(C3=CC=CC=C23)=CN=C1